2-(((1R,3R)-1-Amino-3-ethylcyclopentyl)methoxy)-6-methoxy-4-(5-methoxyimidazo[1,2-a]pyridin-3-yl)benzonitrile hydrochloride Cl.N[C@]1(C[C@@H](CC1)CC)COC1=C(C#N)C(=CC(=C1)C1=CN=C2N1C(=CC=C2)OC)OC